3-(((1-(5-(3-cyano-4-isopropoxyphenyl)-1,2,4-oxadiazol-3-yl)-1,2,3,4-tetrahydroquinolin-6-yl)methyl)amino)propionic acid C(#N)C=1C=C(C=CC1OC(C)C)C1=NC(=NO1)N1CCCC2=CC(=CC=C12)CNCCC(=O)O